C1(CC1)C1=NN(C(=C1)C12CCC(CC1)(CC2)CN(C(=O)C2CCN(CC2)C)C2=CC(=CC=C2)C2=NOC(=C2)C2CC2)C N-((4-(3-cyclopropyl-1-methyl-1H-pyrazol-5-yl)bicyclo[2.2.2]octan-1-yl)methyl)-N-(3-(5-cyclopropylisoxazol-3-yl)phenyl)-1-methylpiperidine-4-carboxamide